ethyl 3,4-dibromomethylthiophenedicarboxylate BrCC1(C(SC=C1CBr)C(=O)OCC)C(=O)[O-]